Cl.C(C=C)OC(=O)NC[C@@H](C(=O)O)N (S)-3-{[(allyloxy)carbonyl]amino}-2-aminopropanoic acid HCl salt